C1(CCCCC1)N1CC2(C(N(C=3C=NC=4C=C(C(=CC4C32)C=3C=C(C(=NC3)OCCNC(C)C)NS(=O)(=O)C)F)C)=O)C1 N-(5-(1-Cyclohexyl-7'-fluoro-3'-methyl-2'-oxo-2',3'-dihydrospiro[azetidine-3,1'-pyrrolo[2,3-c]quinolin]-8'-yl)-2-(2-(isopropylamino)ethoxy)pyridin-3-yl)methanesulfonamide